C(#N)C1=C(C=CC(=C1)C(F)F)N1CCC(CC1)(C(=O)N[C@@H]1CN(CC1)C)C=1C=CC(=NC1)C=1C(=NC=CC1)OCC 1-[2-cyano-4-(difluoromethyl)phenyl]-4-{2'-ethoxy-[2,3'-bipyridin]-5-yl}-N-[(3S)-1-methylpyrrolidin-3-yl]piperidine-4-carboxamide